9,9-bis(methoxymethyl)-9,10-dihydroanthracene COCC1(C2=CC=CC=C2CC=2C=CC=CC12)COC